ClC=1C(=C(C(N(N1)C)=O)C1=C(C=CC2=CC=C(C=C12)C)C)O 6-chloro-4-(2,7-dimethyl-1-naphthyl)-5-hydroxy-2-methyl-pyridazin-3-one